(E)-4-(4-(2-(pyren-1-yl)vinyl)phenyl)pyridine C1(=CC=C2C=CC3=CC=CC4=CC=C1C2=C34)/C=C/C3=CC=C(C=C3)C3=CC=NC=C3